6-(1-methyl-1H-imidazol-5-yl)-4-(7H-pyrrolo[2,3-d]pyrimidin-4-yl)-3,4-dihydro-2H-1,4-thiazine CN1C=NC=C1C1=CN(CCS1)C=1C2=C(N=CN1)NC=C2